NC1CCC(CC1)CC1CCC(CC1)NCCS(=O)(=O)[O-].[Na+] sodium 2-[4-(4-amino-cyclohexylmethyl)-cyclohexylamino]-ethanesulfonate